SC(C(=O)[O-])C(C(=O)[O-])S 2,3-Dimercaptosuccinate